5-(3-chlorophenyl)-1,2,4-oxadiazole-3-carboxylic acid ClC=1C=C(C=CC1)C1=NC(=NO1)C(=O)O